ClC=1C=CC(=C(C1)[C@]1(C(NC2=CC(=CC=C12)C1=CC=CC=C1)=O)F)OC |r| (±)-3-(5-chloro-2-methoxyphenyl)-1,3-dihydro-3-fluoro-6-phenyl-2H-indol-2-one